C1CC12CCN(CC2)C=2C=C(C=CC2N2N=NC(=C2)C2=CC(=NC(=C2)C)N2CCC(CC2)(F)F)NS(=O)(=O)[C@H](CO)C (2S)-N-(3-{6-azaspiro[2.5]oct-6-yl}-4-{4-[2-(4,4-difluoropiperidin-1-yl)-6-methylpyridin-4-yl]-1H-1,2,3-triazol-1-yl}phenyl)-1-hydroxypropane-2-sulfonamide